CN[C@@H](C)C(=O)N1CCN(CC1)C1=NC=C(C#N)C=C1 6-(4-(Methyl-L-alanyl)piperazin-1-yl)nicotinonitrile